O1CCN(CC1)C=1OC2=CC=CC=C2C(C1)=O morpholino-4H-chromen-4-one